N-(3-(6-chloro-1H-benzo[d]imidazol-2-yl)phenyl)-5-(pyridin-2-yl)pyrazin-2-amine ClC=1C=CC2=C(NC(=N2)C=2C=C(C=CC2)NC2=NC=C(N=C2)C2=NC=CC=C2)C1